CN(CCOCCN(CCCN)C)C N-[2-(2-dimethylaminoethoxy)ethyl]-N-methyl-1,3-propanediamine